m-Phenylenbis(methylamin) C1(=CC(=CC=C1)NC)NC